N-[5-[[2-[4-(3-fluoroazetidin-1-yl)-1-piperidyl]acetyl]amino]-2-methyl-3-pyridyl]-6-(1-methylpyrazol-4-yl)triazolo[1,5-a]pyridine-3-carboxamide FC1CN(C1)C1CCN(CC1)CC(=O)NC=1C=C(C(=NC1)C)NC(=O)C=1N=NN2C1C=CC(=C2)C=2C=NN(C2)C